FC1=CC=C(C=N1)NC=1C=C2C3=C(C=NC2=CC1)C(C1=C3C=NC(=N1)C(F)(F)F)=O 2-((6-fluoropyridin-3-yl)amino)-9-(trifluoromethyl)-7H-pyrimido[5',4':3,4]cyclopenta[1,2-c]quinolin-7-one